C(C)(C)(C)OC(=O)N1CC2[N+](CC1)=C(SC2)SC 7-(tert-butoxycarbonyl)-3-(methylthio)-1,5,6,7,8,8a-hexahydrothiazolo[3,4-a]pyrazin-4-ium